OS(=O)(=O)C(F)(F)F.C(CCC)S(=O)(=O)O 1-butanesulfonic acid triflate